nonanoic vanillylamide C(C1=CC(OC)=C(O)C=C1)NC(CCCCCCCC)=O